COCCN(C=1C(C(C1NCC1=CC=C(C=C1)C1=NOC(=N1)C(F)(F)F)=O)=O)C 3-((2-methoxyethyl)(methyl)amino)-4-((4-(5-(trifluoromethyl)-1,2,4-oxadiazol-3-yl)benzyl)amino)cyclobut-3-ene-1,2-dione